3-(4-(Chloromethyl)phenyl)-5-(5-fluoropyridin-2-yl)-2-phenyl-3H-imidazo[4,5-b]pyridine ClCC1=CC=C(C=C1)N1C(=NC=2C1=NC(=CC2)C2=NC=C(C=C2)F)C2=CC=CC=C2